C1(CCC1)[C@H](C=1C=C(C=CC1)C1=NNC2=C(N=C(C=C21)C(F)(F)F)[C@H](C)N[C@H]2COCC2)C2=NN=CN2C (3R)-N-{(1S)-1-[3-{3-[(R)-cyclobutyl(4-methyl-4H-1,2,4-triazol-3-yl)methyl]-phenyl}-5-(trifluoromethyl)-1H-pyrazolo[3,4-c]pyridin-7-yl]ethyl}oxolan-3-amine